CC1=NN(C=C1S(=O)(=O)N)C(C)C 3-methyl-1-(propan-2-yl)-1H-pyrazole-4-sulfonamide